CC1=C(C=CC(=C1)N1[C@@H]2CN([C@H](C1)C2)C)NC2=NC=C(C(=N2)NCCCN2C(OCCC2)=O)C(F)(F)F 3-(3-((2-((2-methyl-4-((1S,4S)-5-methyl-2,5-diazabicyclo[2.2.1]heptan-2-yl)phenyl)amino)-5-(trifluoromethyl)pyrimidin-4-yl)amino)propyl)-1,3-oxazinan-2-one